N1=C(N=CC=C1)B(O)O pyrimidin-ylboronic acid